FC(S(=O)(=O)N=C(N)N)(F)F 2-(trifluoromethylsulfonyl)guanidine